3-bromo-5-[1-[(1R)-1-[4-(trifluoromethyl)phenyl]ethyl]-4-piperidyl]-4,5-dihydroisoxazole BrC1=NOC(C1)C1CCN(CC1)[C@H](C)C1=CC=C(C=C1)C(F)(F)F